ClC=1C=CC(=C(C=NC=2C=C(C(=O)O)C=CC2)C1)O 3-(5-chloro-2-hydroxybenzylideneamino)benzoic acid